CC1=C(C=CC=C1C1=NN=C(O1)C1=CC=C(CN2C[C@@H](CCC2)C(=O)N)C=C1)C1=CC=CC=C1 (R)-1-(4-(5-(2-methyl-[1,1'-biphenyl]-3-yl)-1,3,4-oxadiazol-2-yl)benzyl)piperidine-3-carboxamide